(3aR,5S,6aS)-4-{[2-((2S)-2-hydroxypropionyl)-hexahydrocyclopenta[c]pyrrol-5-yl]-methyl-amino}-1H-pyrrolo[2,3-b]pyridine-5-carbonitrile O[C@H](C(=O)N1C[C@@H]2[C@H](C1)CC(C2)N(C2=C1C(=NC=C2C#N)NC=C1)C)C